3,6,10,13,16-pentaazaeicosanedioic acid C(CNCCNCCCNCCNCCNCCCC(=O)O)(=O)O